O1CCN(CC1)C=1OC=2C(=NC(=CC2)N2CCCC2)N1 2-morpholino-5-(pyrrolidin-1-yl)oxazolo[4,5-b]pyridin